methyl 2-(1-(5-(2-fluorophenyl)pyrimidin-2-yl)-3-methyl-1,2,3,6-tetrahydropyridin-4-yl)acetate FC1=C(C=CC=C1)C=1C=NC(=NC1)N1CC(C(=CC1)CC(=O)OC)C